3,3,3-trifluoro-N1-(2-isopropyl-2,3-dihydro-1H-inden-2-yl)propane-1,2-diamine FC(C(CNC1(CC2=CC=CC=C2C1)C(C)C)N)(F)F